tert-butyl 4-(6-ethoxypyrazin-2-yl)benzoate C(C)OC1=CN=CC(=N1)C1=CC=C(C(=O)OC(C)(C)C)C=C1